FC(OC=1C=2N(C=C(C1)C(F)(F)F)C[C@@]1(CCSC3=C(C(=CC=C13)C#N)F)N2)F (S)-8-(difluoromethoxy)-8'-fluoro-6-(trifluoromethyl)-3H-spiro[imidazo[1,2-a]pyridine-2,4'-thiochromane]-7'-carbonitrile